4-acetyl-3-hydroxyphenolate C(C)(=O)C1=C(C=C(C=C1)[O-])O